carbon palladium [Pd].[C]